(5-(2-(4-methoxypiperidin-1-yl)acetamido)-2-methylpyridin-3-yl)-2-(1-methyl-1H-pyrazol-4-yl)pyrazolo[5,1-b]Thiazole-7-carboxamide COC1CCN(CC1)CC(=O)NC=1C=C(C(=NC1)C)C=1N2C(SC1C=1C=NN(C1)C)=C(C=N2)C(=O)N